C1(CC1)C1=C(C=NN1C)C(=O)N1[C@H]2CC=3C(=NN(C3C3=CC(=CC(=C3)F)F)C)[C@@H]1CC2 (5-Cyclopropyl-1-methyl-1H-pyrazol-4-yl)((5R,8S)-3-(3,5-difluorophenyl)-2-methyl-2,4,5,6,7,8-hexahydro-5,8-epiminocyclohepta[c]pyrazol-9-yl)methanone